2-(pent-4-enoyloxy)ethyl 4-((4S,6R)-4-(furan-2-yl)-6-(2-hydroxyethoxy)-3-(trifluoromethyl)-5,6-dihydropyrano[2,3-c]pyrazol-1(4H)-yl)benzoate O1C(=CC=C1)[C@H]1C[C@@H](OC=2N(N=C(C21)C(F)(F)F)C2=CC=C(C(=O)OCCOC(CCC=C)=O)C=C2)OCCO